NCC(=O)NCC=1NC2=CC(=C(C=C2C1)Cl)OCC1=CC(=NO1)C 2-amino-N-((5-chloro-6-((3-methylisoxazol-5-yl)methoxy)-1H-indol-2-yl)methyl)acetamide